methyl-3-methylimidazole bromine salt [Br].CC1=NC=CN1C